P(=O)(OC1=C(C(=CC=C1)CCCCCCCCC)CCCCCCCCC)([O-])[O-] di(nonyl)phenyl phosphate